FC1=C2NC(C=NC2=CC=C1CN1CCN(CC1)C=1C=CC(=NC1C)C(=O)NC)=O 5-[4-[(5-Fluoro-3-oxo-4H-quinoxalin-6-yl)methyl]piperazin-1-yl]-N,6-dimethyl-pyridine-2-carboxamide